2-(4-chlorophenyl)-6,8-diphenylimidazo[1,2-a]pyridine ClC1=CC=C(C=C1)C=1N=C2N(C=C(C=C2C2=CC=CC=C2)C2=CC=CC=C2)C1